N-(2-aminoethyl)3-aminopropyl-methyl-trimethoxysilane NCCNCCCCO[Si](OC)(OC)C